CCCCCCCCCCCCCCCCCCCCCCCCCC(=O)N[C@@H](COP(=O)([O-])OC1[C@@H]([C@H](C([C@H]([C@H]1O)O)O)O)O)[C@@H]([C@H](CCCCCCCCCCCCCC)O)O The molecule is an inositol phosphophytoceramide(1-) having a hexacosanoyl group attached to the ceramide nitrogen. Major species at pH 7.3. It is a conjugate base of an Ins-1-P-Cer(t18:0/26:0).